4,6-Bis(3,5-Bis(3-pyridyl)phenyl)-2-methylpyrimidine N1=CC(=CC=C1)C=1C=C(C=C(C1)C=1C=NC=CC1)C1=NC(=NC(=C1)C1=CC(=CC(=C1)C=1C=NC=CC1)C=1C=NC=CC1)C